C(CCC)C1=CC=CC2=C1N=C(S2)C butyl-2-methylbenzothiazole